5-(1-phenyl-1H-pyrazol-4-yl)-N-propyl-N-(pyrrolidin-3-yl)thiophene-3-carboxamide C1(=CC=CC=C1)N1N=CC(=C1)C1=CC(=CS1)C(=O)N(C1CNCC1)CCC